tert-butyl (trans-(tetrahydro-2H-pyran-4-yl)thiazol-2-ylcarbamoyl)cyclobutylcarbamate O1CCC(CC1)N(C(=O)N(C(OC(C)(C)C)=O)C1CCC1)C=1SC=CN1